C(C)(=O)N[C@@H](CC(O)=O)C(=O)N[C@@H](CCC(O)=O)C(=O)N[C@@H](C(C)C)C(=O)NC(CC(=O)O)C=O N-acetyl-L-α-aspartyl-L-α-glutamyl-N-(2-carboxyl-1-formylethyl)-L-valinamide